(2S,3S)-N-(2-Amino-3-fluoro-4-((4-(trifluoromethyl)benzyl)amino)phenyl)-2,3-difluorododecanamid NC1=C(C=CC(=C1F)NCC1=CC=C(C=C1)C(F)(F)F)NC([C@@H]([C@H](CCCCCCCCC)F)F)=O